2-(2-bromophenyl)-3-phenyl-N-(p-tolyl)acrylamide BrC1=C(C=CC=C1)C(C(=O)NC1=CC=C(C=C1)C)=CC1=CC=CC=C1